ClC=1C=CC(=C(C1)CC(=O)NC1=CCN(C=C1)C1C(CNCC1)(F)F)O 4-[[2-(5-Chloro-2-hydroxyphenyl)acetyl]amino]-N-(3,3-difluoro-4-piperidyl)pyridin